FC(CCCCCCCCCCCCCCCC(=O)O)(F)F 17,17,17-trifluoro-margaric acid